3-((3-exo)-3-((7-((5-methyl-1H-pyrazol-3-yl)amino)pyrido[4,3-d]pyrimidin-5-yl)amino)-8-azabicyclo[3.2.1]octan-8-yl)propionitrile CC1=CC(=NN1)NC1=CC=2N=CN=CC2C(=N1)NC1CC2CCC(C1)N2CCC#N